C(C=C)(=O)[O-].F[Si+3].C(C=C)(=O)[O-].C(C=C)(=O)[O-] fluoro-silicon acrylate